6-(1-(1-ethoxyethyl)-1H-pyrazol-4-yl)-5-isopropyl-[1,2,4]triazolo[1,5-a]pyridin-2-amine C(C)OC(C)N1N=CC(=C1)C=1C=CC=2N(C1C(C)C)N=C(N2)N